BrC1=CC=C(C2=CC=CC=C12)N(S(=O)(=O)C1=CC=C(C=C1)OC)CC1=CC=C(C=C1)OC N-(4-Bromonaphthalen-1-yl)-4-methoxy-N-(4-methoxybenzyl)benzenesulfonamide